4-(pyridin-4-yl)but-3-yn-1-ol N1=CC=C(C=C1)C#CCCO